FC(C(=O)O)(F)F.N1=NCN(C=C1)N [1,2,4]triazin-4-amine trifluoroacetic acid salt